N-(1-naphthyl)-6-piperazin-1-yl-2-(3-pyridyl)pyrimidine-4-carboxamide Benzyl-4-[6-(1-naphthylcarbamoyl)-2-(3-pyridyl)pyrimidin-4-yl]piperazine-1-carboxylate C(C1=CC=CC=C1)OC(=O)N1CCN(CC1)C1=NC(=NC(=C1)C(NC1=CC=CC2=CC=CC=C12)=O)C=1C=NC=CC1.C1(=CC=CC2=CC=CC=C12)NC(=O)C1=NC(=NC(=C1)N1CCNCC1)C=1C=NC=CC1